4-(3,4-dimethoxyphenyl)methylene-2,6-di-tert-butyl-2,5-cyclohexadien-1-one COC=1C=C(C=CC1OC)C=C1C=C(C(C(=C1)C(C)(C)C)=O)C(C)(C)C